N-[(1-amino-6-isoquinolyl)methyl]-2,5-dichloropyridine-3-carboxamide NC1=NC=CC2=CC(=CC=C12)CNC(=O)C=1C(=NC=C(C1)Cl)Cl